2-amino-2-(hydroxyimino)-N-(tosyloxy)acetamido cyanide NC(C(=O)N(OS(=O)(=O)C1=CC=C(C)C=C1)C#N)=NO